OCC=1C=C(C=CC1)C1=C(C=CC=C1C)CNC(OCC1C2=CC=CC=C2C=2C=CC=CC12)=O (9H-fluoren-9-yl)methyl ((3'-(hydroxymethyl)-6-methyl-[1,1'-biphenyl]-2-yl)methyl)carbamate